COCCOC1=CC=C(C=C1)C=1C=C2CCC(C(C2=CC1)NC(O[C@@H]1CN2CCC1CC2)=O)(C)C (S)-quinuclidin-3-yl (6-(4-(2-methoxyethoxy)phenyl)-2,2-dimethyl-1,2,3,4-tetrahydronaphthalen-1-yl)carbamate